COC(CC(=O)NCC1(CCC1)C(=O)OCC)=O ethyl 1-((3-methoxy-3-oxopropanamido)methyl)cyclobutane-1-carboxylate